4-(4-methoxyphenyl)-N-(1-methylpyrrolidin-3-yl)phthalazin-1-amine COC1=CC=C(C=C1)C1=NN=C(C2=CC=CC=C12)NC1CN(CC1)C